ClC1=CC(=C(C=C1)N1C([C@H](N(C(C1)=O)CC1=CC=C(C=C1)F)C1CC(C1)O)=O)F (R)-1-(4-chloro-2-fluoro-phenyl)-4-(4-fluorobenzyl)-3-((1s,3S)-3-hydroxy-cyclobutyl)piperazine-2,5-dione